4-chloro-7-tosyl-7H-pyrrolo[2,3-D]pyrimidine ClC=1C2=C(N=CN1)N(C=C2)S(=O)(=O)C2=CC=C(C)C=C2